N-(4-Fluoro-2-methoxy-5-((5-(trifluoromethyl)pyridin-2-yl)oxy)phenyl)-3-methyl-2-oxooxazolidine-4-carboxamide FC1=CC(=C(C=C1OC1=NC=C(C=C1)C(F)(F)F)NC(=O)C1N(C(OC1)=O)C)OC